4-[6-(1-methyl-1H-pyrazol-4-yl)imidazo[1,2-a]pyrazin-3-yl]piperazine-1-carboxylic acid tert-butyl ester C(C)(C)(C)OC(=O)N1CCN(CC1)C1=CN=C2N1C=C(N=C2)C=2C=NN(C2)C